4-[(5,7-difluorochroman-4-yl)oxy]-N,N,2-trimethyl-1H-benzimidazole-6-carboxamide FC1=C2C(CCOC2=CC(=C1)F)OC1=CC(=CC=2NC(=NC21)C)C(=O)N(C)C